NC1=C(C=C(C=O)C=C1Cl)Cl 4-AMINO-3,5-DICHLOROBENZALDEHYDE